trans-methyl 4-[[3-[4-[2-(2-amino-3-pyridyl)-6-(4-fluorophenyl)imidazo[4,5-b]pyridin-3-yl]phenyl]azetidin-1-yl]methyl]cyclohexanecarboxylate NC1=NC=CC=C1C1=NC=2C(=NC=C(C2)C2=CC=C(C=C2)F)N1C1=CC=C(C=C1)C1CN(C1)C[C@@H]1CC[C@H](CC1)C(=O)OC